C(C)OC(=O)C1=CC(=NN1C1=NC=CC=C1Cl)OC1CSC1 1-(3-Chloropyridin-2-yl)-3-(thietan-3-yloxy)-1H-pyrazole-5-carboxylic acid Ethyl ester